2-((2-((6-methoxy-2-methyl-1,2,3,4-tetrahydroisoquinolin-7-yl)amino)-5-(trifluoromethyl)-7H-pyrrolo[2,3-d]pyrimidin-4-yl)amino)-N,N-dimethylbenzenesulfonamide COC=1C=C2CCN(CC2=CC1NC=1N=C(C2=C(N1)NC=C2C(F)(F)F)NC2=C(C=CC=C2)S(=O)(=O)N(C)C)C